C1N(CCC2=CC=CC=C12)C[C@H](CN1CCOC2=C(C1=O)C=CC(=C2)OCC2CN(CC2)C)O 4-[(2R)-3-(3,4-dihydro-1H-isoquinolin-2-yl)-2-hydroxy-propyl]-8-[(1-methylpyrrolidin-3-yl)methoxy]-2,3-dihydro-1,4-benzoxazepine-5-one